6-(3-cyclopropyl-3-hydroxyprop-1-yn-1-yl)-4-(6-(6-((6-methoxypyridin-3-yl)methyl)-3,6-diazabicyclo[3.1.1]heptan-3-yl)pyridin-3-yl)Pyrazolo[1,5-a]pyridine-3-carbonitrile C1(CC1)C(C#CC=1C=C(C=2N(C1)N=CC2C#N)C=2C=NC(=CC2)N2CC1N(C(C2)C1)CC=1C=NC(=CC1)OC)O